racemic-7-(hydroxymethyl)-6,6a,7,8,9,10,12,13-octahydro-5H-6,9-methanopyrido[1,2-a]pyrido[2',3':4,5]pyrrolo[2,3-d]azepin-2-ol formate C(=O)OC=1C=CC2=C(C3=C(C4C5N(CC3)CC(CC5CO)C4)N2)N1